(3-fluoro-2-(hydroxymethyl)pyridin-4-yl)carbamic acid tert-butyl ester C(C)(C)(C)OC(NC1=C(C(=NC=C1)CO)F)=O